C(#N)C=1N=CC(=NC1)NC1=NC=C(C(=C1)NC[C@H]1CN(CCO1)C(=O)OCCCC)C(F)(F)F butyl (S)-2-(((2-((5-cyanopyrazin-2-yl)amino)-5-(trifluoromethyl)pyridin-4-yl)amino)methyl)morpholine-4-carboxylate